C[Si](C1C(=CC2=C(C=CC=C12)Br)C)(C1C(=CC2=C(C=CC=C12)Br)C)C dimethyl-di(2-methyl-4-bromoindenyl)silane